1-((7-chloro-1-((2-(trimethylsilyl)ethoxy)methyl)-1H-pyrazolo[3,4-C]pyridin-3-yl)amino)-3-(3,4-dihydroisoquinolin-2(1H)-yl)propan-2-ol ClC=1N=CC=C2C1N(N=C2NCC(CN2CC1=CC=CC=C1CC2)O)COCC[Si](C)(C)C